ClC=1C=2N(C=C(N1)Cl)N=CC2OCCN 2-((4,6-Dichloropyrazolo[1,5-a]pyrazin-3-yl)oxy)ethan-1-amine